dichloro[1,3-bis(2,4,6-trimethylphenyl)-2-imidazolidinylidene](ethoxymethylene)bis(3-bromopyridine) ClC=1C(=C(C(=NC1)C(C1=NC=CC=C1Br)OCC=C1N(CCN1C1=C(C=C(C=C1C)C)C)C1=C(C=C(C=C1C)C)C)Br)Cl